C(C)(C)(C)C1=CC=C(C=C1)C=1OC2=C(C1)C=C(C(=C2)O)O 2-(4-tert-butylphenyl)-1-benzofuran-5,6-diol